C12C(CC(CC1)CC2)N2C1=NC(=NC=C1N(C2=O)C)Cl 9-((1s,4s)-bicyclo[2.2.2]octan-2-yl)-2-chloro-7-methyl-7,9-dihydro-8H-purin-8-one